ClC=1C=C(C=CC1N1C(CCC1)=O)C(C(=O)OC)C Methyl 2-(3-chloro-4-(2-oxopyrrolidin-1-yl)phenyl)propanoate